FC1(CC(C1)C1=C(C=C(C=N1)N)F)F 6-(3,3-difluorocyclobutyl)-5-fluoropyridin-3-amine